tris(2,2,6,6-tetramethyl-4-piperidyl)-dodecyl-1,2,3,4-butanetetracarboxylate CC1(NC(CC(C1)C(C(C(C(=O)[O-])(CCCCCCCCCCCC)C1CC(NC(C1)(C)C)(C)C)(C(=O)[O-])C1CC(NC(C1)(C)C)(C)C)(CC(=O)[O-])C(=O)[O-])(C)C)C